3-(N-(5-(difluoromethyl)-2-(piperidin-1-yl)phenyl)sulfamoyl)-4-methoxybenzoic acid FC(C=1C=CC(=C(C1)NS(=O)(=O)C=1C=C(C(=O)O)C=CC1OC)N1CCCCC1)F